methyl (R)-2-((1-(3-(3,5'-difluoro-1'-methyl-2'-oxo-1',2'-dihydro-[2,4'-bipyridin]-5-yl)-7-fluoro-2-methyl-1-oxo-1,2-dihydroisoquinolin-5-yl)ethyl)amino)benzoate FC=1C(=NC=C(C1)C=1N(C(C2=CC(=CC(=C2C1)[C@@H](C)NC1=C(C(=O)OC)C=CC=C1)F)=O)C)C1=CC(N(C=C1F)C)=O